CC1(CC1)C(CBr)=O 1-(1-methylcyclopropyl)-2-bromoethane-1-one